FC1CN(CCC1)C1=NC(=CC(=N1)C(=O)NNC(C1=C(C=C(C=C1)I)N1CCC2(CC2)CC1)=O)C 2-(3-Fluoropiperidin-1-yl)-N'-(4-iodo-2-(6-azaspiro[2.5]octan-6-yl)benzoyl)-6-methylpyrimidine-4-carbohydrazide